ClC1=C(C=C(C=C1)NC(=O)N1C2CCC1CC1=C2C=CC=C1)C(F)(F)F (±)-N-(4-chloro-3-(trifluoromethyl)phenyl)-6,7,8,9-tetrahydro-5H-5,8-epiminobenzo[7]annulene-10-carboxamide